2-(3-(1,3-dioxoisoindolin-2-yl)prop-1-yn-1-yl)benzoic acid methyl ester COC(C1=C(C=CC=C1)C#CCN1C(C2=CC=CC=C2C1=O)=O)=O